CN1C(C=CC=2C(CCCC12)NC(C1=CC=C(C=C1)NC(C=C)=O)=O)=O N-(1-methyl-2-oxo-1,2,5,6,7,8-hexahydroquinolin-5-yl)-4-(prop-2-enamido)benzamide